BrC1=CC(=NC=N1)NCC=1N=C2N(C(=NC=C2)NC2CC2)C1 2-(((6-bromopyrimidin-4-yl)amino)methyl)-N-cyclopropylimidazo[1,2-c]pyrimidin-5-amine